2-bromo-1-(3-bromo-4-fluorophenyl)ethan-1-one BrCC(=O)C1=CC(=C(C=C1)F)Br